androstane-1,4,9(11)-triene C[C@@]12CCC[C@H]1[C@@H]1CCC3=CCC=C[C@]3(C)C1=CC2